C(C)(C)(C)OC(=O)N1C(N[C@@H](C1)C(N(C)C1=C(C(=C(C=C1)F)Cl)F)=O)=O.CC1=C(C(=O)C2=CC=C3C=4C=CC(=CC4C(C3=C2)(CCC)CCC)C(C)=O)C=CC=C1 1-[7-(2-methylbenzoyl)-9,9-dipropyl-9H-fluoren-2-yl]ethanone (S)-tert-butyl-4-((3-chloro-2,4-difluorophenyl)(methyl)carbamoyl)-2-oxoimidazolidine-1-carboxylate